Ethyl (3R)-3-amino-3-[2-chloro-6-(difluoromethoxy)phenyl]propanoate hydrochloride Cl.N[C@H](CC(=O)OCC)C1=C(C=CC=C1OC(F)F)Cl